5'-methyl-3H-spiro[furo[2,3-c]pyridin-2,3'-pyrrolidin]-5(6H)-one CC1CC2(CN1)CC=1C(=CNC(C1)=O)O2